F[B-](F)(F)F.C[N+]1(CCCCC1)CCC N-methyl-N-propyl-piperidinium tetrafluoroborate